tetrahydrofuran-triethylamine O1C(C(C(C1)CCN)CCN)CCN